C(CCCCCCC\C=C/C\C=C/CCCCC)(=O)OC[C@@H](OC(CCCCCCC\C=C/C\C=C/CCCCC)=O)COP(=O)(O)OC[C@H](N)C(=O)O 1,2-Dilinoleoyl-sn-glycero-3-phospho-L-serine